1-(4-fluoro-phenylcarbamoyl)-cyclopropanecarbonyl chloride FC1=CC=C(C=C1)NC(=O)C1(CC1)C(=O)Cl